CC=1C=C(C=NC1N1CCNCC1)CC1=CN=C2C(=NC(=NN21)NC(C(F)(F)F)CCC)N 7-((5-Methyl-6-(piperazin-1-yl)pyridin-3-yl)methyl)-N2-(1,1,1-trifluoropentan-2-yl)imidazo[2,1-f]-[1,2,4]triazin-2,4-diamin